3-{4-[3-(trifluoromethoxy)pyrrolidin-1-yl]-1H-pyrazol-1-yl}bicyclo[1.1.1]pentan-1-amine FC(OC1CN(CC1)C=1C=NN(C1)C12CC(C1)(C2)N)(F)F